COC1=CC=C(CNC2=NC(=CC=C2C(C)=O)N2CCOCC2)C=C1 1-(2-((4-methoxybenzyl)amino)-6-morpholinopyridin-3-yl)ethan-1-one